FC1=CC=C(C=C1)C1=NN2C([C@H](N(CC2)C(=O)[O-])C)=C1 |r| racemic-(4RS)-2-(4-fluorophenyl)-4-methyl-6,7-dihydropyrazolo[1,5-a]pyrazine-5(4H)-carboxylate